(S)-2-(pent-2-yloxy)-7-(piperidin-4-ylmethyl)imidazo[2,1-f][1,2,4]triazin-4-amine C[C@@H](CCC)OC1=NN2C(C(=N1)N)=NC=C2CC2CCNCC2